tert-butyl 4-((5-cyclopropyl-3-(2-(trifluoromethoxy)phenyl)isoxazol-4-yl)methoxy)piperidine-1-carboxylate C1(CC1)C1=C(C(=NO1)C1=C(C=CC=C1)OC(F)(F)F)COC1CCN(CC1)C(=O)OC(C)(C)C